(3-(phenylcarbamoyl)phenyl)carbamic acid tert-butyl ester C(C)(C)(C)OC(NC1=CC(=CC=C1)C(NC1=CC=CC=C1)=O)=O